4-chloro-3-(5-chloro-2-((1-(4-nitrobenzyl)-1H-pyrazol-4-yl)amino)pyrimidin-4-yl)-1H-pyrazole-1-carboxylic acid tert-butyl ester C(C)(C)(C)OC(=O)N1N=C(C(=C1)Cl)C1=NC(=NC=C1Cl)NC=1C=NN(C1)CC1=CC=C(C=C1)[N+](=O)[O-]